CS(=O)(=O)N1CC(NCC1)C(F)(F)F 1-methylsulfonyl-3-(trifluoromethyl)piperazine